1-(tert-butyl) 2-methyl 4-methylenepiperidine-1,2-dicarboxylate C=C1CC(N(CC1)C(=O)OC(C)(C)C)C(=O)OC